N-[6-Ethenyl-3-(2-methylphenyl)-1-oxo-2,3-dihydro-1H-isoindol-4-yl]-1-benzothiophene-3-carboxamide C(=C)C1=CC(=C2C(NC(C2=C1)=O)C1=C(C=CC=C1)C)NC(=O)C1=CSC2=C1C=CC=C2